N1CC(C1)CN1C2=C(N(C(C1=O)=O)C1=C(C=CC=C1C(C)C)C(C)C)N=C(C(=C2)Cl)C2=C(C=CC=C2)F 1-(azetidin-3-ylmethyl)-7-chloro-4-(2,6-diisopropylphenyl)-6-(2-fluorophenyl)-1,4-dihydropyrido[2,3-b]pyrazine-2,3-dione